(R)-1-(9-bromo-1-isobutyl-8-methoxy-5,6-dihydropyrrolo[2,1-a]isoquinoline-3-carbonyl)-2-methylazetidine-2-carboxamide BrC1=C(C=C2CCN3C(C2=C1)=C(C=C3C(=O)N3[C@](CC3)(C(=O)N)C)CC(C)C)OC